4-fluoro-3-(1-(2-hydroxyethyl)-1H-pyrazol-4-yl)-1H-pyrazole-3-carboxylic acid FC=1C(NNC1)(C(=O)O)C=1C=NN(C1)CCO